ClC=1C=C(CNC(=O)[C@@]2(C(N(CC2)C2=CC3=C(NS(C34CCC4)(=O)=O)C=C2)=O)O)C=C(C1)F (S)-N-(3-chloro-5-fluorobenzyl)-1-(2,2-dioxo-1H-spiro[benzo[c]isothiazole-3,1'-cyclobutane]-5-yl)-3-hydroxy-2-oxopyrrolidine-3-carboxamide